Fmoc isothiocyanate C(=O)(OCC1C2=CC=CC=C2C2=CC=CC=C12)N=C=S